(1-bromoethyl)-3-ethyl-4,7-dimethylimidazo[1,5-a]quinazolin-5(4H)-one BrC(C)C1=NC(=C2N1C1=CC=C(C=C1C(N2C)=O)C)CC